(3aS,4R,6R,6aS)-6-((R)-2,2-Dimethyl-1,3-dioxolan-4-yl)-2,2-dimethyltetrahydrofuro[3,4-d][1,3]dioxol-4-yl-hex-5-ynoate CC1(OC[C@@H](O1)[C@H]1O[C@@H]([C@@H]2[C@H]1OC(O2)(C)C)OC(CCCC#C)=O)C